NCC1=NC=CC(=C1F)C1=CC(=CC=2C(=COC21)C(F)(F)F)COC2=C(C=C(C=C2)F)CC(=O)O 2-(2-((7-(2-(aminomethyl)-3-fluoropyridin-4-yl)-3-(trifluoromethyl)benzofuran-5-yl)methoxy)-5-fluorophenyl)acetic acid